1-(4-chlorobenzyl)-3-(6-(3-methylbenzoyl)-6-azaspiro[3.4]oct-2-yl)urea ClC1=CC=C(CNC(=O)NC2CC3(C2)CN(CC3)C(C3=CC(=CC=C3)C)=O)C=C1